4-(3-methyl-2,8-diazaspiro[4.5]decan-8-yl)-2-(pyridin-4-yl)pyrido[3,4-d]pyrimidine CC1NCC2(C1)CCN(CC2)C=2C1=C(N=C(N2)C2=CC=NC=C2)C=NC=C1